tert-Butyl ((2-(3-(2-((4,4-difluorocyclohexyl)amino)ethoxy)propyl)-4-methylphenyl)sulfonyl)-L-prolinate FC1(CCC(CC1)NCCOCCCC1=C(C=CC(=C1)C)S(=O)(=O)N1[C@@H](CCC1)C(=O)OC(C)(C)C)F